4-benzylpyridine hydrobromide salt Br.C(C1=CC=CC=C1)C1=CC=NC=C1